molybdenum (IV) hexachloride [Mo-2](Cl)(Cl)(Cl)(Cl)(Cl)Cl